C(C)(C)C1=CC=C(C=C1)C[C@H](C=O)C |r| (+-)-3-(4-isopropylphenyl)-2-methylpropionaldehyde